benzyloxycarbonylindolin C(C1=CC=CC=C1)OC(=O)N1CCC2=CC=CC=C12